COC(=O)C1=CC=C(C=C1)C1=C2C(=C(C3=NSN=C31)C3=CC=C(C=C3)C(=O)OC)N=C(N2)C=2C=CC=C(C(=O)O)C2 5-(4,8-bis(4-(methoxycarbonyl)phenyl)-5H-imidazo[4',5':4,5]Benzo[1,2-c][1,2,5]Thiadiazol-6-yl)benzoic acid